strontium hydrosulfide [SH-].[Sr+2].[SH-]